ClC1=CC(=C(N)C=C1F)I 4-CHLORO-5-FLUORO-2-IODOANILINE